C(C)(C)(C)OC(NC1=NC(=C(C=C1)C1CC(CC1)=O)CN(C)C)=O (6-((Dimethylamino)methyl)-5-(3-oxocyclopentyl)pyridin-2-yl)carbamic acid tert-butyl ester